N',2-bis(4-chlorophenyl)thiazole-4-hydrazide ClC1=CC=C(C=C1)NNC(=O)C=1N=C(SC1)C1=CC=C(C=C1)Cl